thiophene-2,5-diyl-dimethanol S1C(=CC=C1CO)CO